diphenol terephthalate C(C1=CC=C(C(=O)O)C=C1)(=O)O.C1(=CC=CC=C1)O.C1(=CC=CC=C1)O